4-(ethoxycarbonyl)-2,2-dimethyl-2,5-dihydrothiophene-3-carboxylic acid C(C)OC(=O)C1=C(C(SC1)(C)C)C(=O)O